B(F)(F)F.P(=S)([S-])([S-])[O-].[Li+].[Li+].[Li+] lithium trithiophosphate boron trifluoride